racemic-cyclohexyl-lactamide C1(CCCCC1)[C@](C(=O)N)(O)C |r|